trimethyl-(2-methacryloyloxyethyl)ammonium chloride [Cl-].C[N+](CCOC(C(=C)C)=O)(C)C